3-(4-methoxyphenyl)-4H-chromen-4-one COC1=CC=C(C=C1)C1=COC2=CC=CC=C2C1=O